C[C@H]([C@H](C)O)CCCC=C (2s,3s)-3-methylocta-7-en-2-ol